(E)-3-[3,4-Bis(phenylmethoxy)phenyl]-1-(2-hydroxy-4-methoxyphenyl)prop-2-en-1-one C1(=CC=CC=C1)COC=1C=C(C=CC1OCC1=CC=CC=C1)/C=C/C(=O)C1=C(C=C(C=C1)OC)O